5-[(4R,10bS)-4-methyl-8-(3-oxa-7,9-diazabicyclo[3.3.1]nonan-7-yl)-3,4,6,10b-tetrahydro-1H-pyrazino[2,1-a]isoindol-2-yl]quinoline-8-carbonitrile C[C@@H]1CN(C[C@H]2N1CC1=CC(=CC=C21)N2CC1COCC(C2)N1)C1=C2C=CC=NC2=C(C=C1)C#N